4-oxa-7-azaspiro[2.5]Octane C1CC12OCCNC2